C(C)OC(=O)C1=CN(C(C=C1)=O)C1=CC(=CC=C1)C1=NN=NN1C 1-[3-(1-Methyltetrazol-5-yl)phenyl]-6-oxopyridine-3-carboxylic acid ethyl ester